Cl.CC=1C=C(C=CC1OC1=CC=2N(C=C1)N=CN2)NC=2C1=C(N=CN2)C=CC(=N1)N[C@H]1CNCC1 N4-(3-methyl-4-{[1,2,4]triazolo[1,5-a]pyridin-7-yloxy}phenyl)-N6-[(3R)-pyrrolidin-3-yl]pyrido[3,2-d]pyrimidine-4,6-diamine hydrochloride